trans-3-(3-bromo-4,5-difluorophenyl)-2,2-dichlorocyclopropane-1-carboxylic acid BrC=1C=C(C=C(C1F)F)[C@@H]1C([C@H]1C(=O)O)(Cl)Cl